COC(=O)C1=CCCCC1 Methylcyclohexen-1-carboxylat